N1C(=CC=C1)C(=O)OCC#N Cyanomethyl 1H-pyrrole-2-carboxylate